BrC1=CC(=C(C=C1)/C(/C(C)=O)=C/N(C)C)[N+](=O)[O-] (Z)-3-(4-bromo-2-nitro-phenyl)-4-(dimethylamino)but-3-en-2-one